C(C)(C)(C)OC(=O)C1C(CC1)(C(=O)O)N (t-butoxycarbonyl)-1-aminocyclobutanecarboxylic acid